CC1CN(CC=2N1N=CC2B2OC(C(O2)(C)C)(C)C)C(=O)OC(C)(C)C tert-butyl 7-methyl-3-(4,4,5,5-tetramethyl-1,3,2-dioxaborolan-2-yl)-6,7-dihydropyrazolo[1,5-a]pyrazine-5(4H)-carboxylate